5-(7-(difluoromethyl)-6-(1-methyl-1H-pyrazol-4-yl)-3,4-dihydroquinolin-1(2H)-yl)-N-methyl-7-(prop-1-en-2-yl)-1-((2-(trimethylsilyl)ethoxy)methyl)-1H-indole-3-carboxamide FC(C1=C(C=C2CCCN(C2=C1)C=1C=C2C(=CN(C2=C(C1)C(=C)C)COCC[Si](C)(C)C)C(=O)NC)C=1C=NN(C1)C)F